6-(3-chloro-6-(difluoromethyl)-2-fluorophenyl)-N-(1-((R)-1-(5-methyl-6-((1R,5S)-2-oxo-3-azabicyclo[3.1.0]hex-3-yl)pyridazin-3-yl)ethyl)-1H-pyrazol-4-yl)pyrazine-2-carboxamide ClC=1C(=C(C(=CC1)C(F)F)C1=CN=CC(=N1)C(=O)NC=1C=NN(C1)[C@H](C)C=1N=NC(=C(C1)C)N1C([C@@H]2C[C@@H]2C1)=O)F